O=C1NC(CCC1N1C(C2=CC=C(C=C2C1)NC(=O)C=1C=C2C(=NC1)N(C=C2)C2CN(C2)C(=O)OC(C)(C)C)=O)=O tert-butyl 3-(5-((2-(2,6-dioxopiperidin-3-yl)-1-oxoisoindolin-5-yl)carbamoyl)-1H-pyrrolo[2,3-b]pyridin-1-yl)azetidine-1-carboxylate